C(C)ON=C(N)C1=NC(=C(C=C1)S(NC)(=O)=O)C1=NC2=C(N1C)C=CC(=C2)C(F)(F)F N'-ethoxy-5-methylsulfamoyl-6-[1-methyl-5-(trifluoromethyl)benzimidazol-2-yl]pyridin-2-carboxamidin